ClC=1C=CC(=C(C1)S(=O)(=O)NC1=CC=C(C=C1)C1=NC(=C2C(=N1)NN=C2C)NCCN(C)CC(C)(C)O)F 5-chloro-2-fluoro-N-{4-[4-({2-[(2-hydroxy-2-methylpropyl)(methyl)amino]ethyl}amino)-3-methyl-1H-pyrazolo[3,4-d]pyrimidin-6-yl]phenyl}benzenesulfonamide